N-(1-(methyl-d3)-2-oxo-8-(7-oxa-2-azaspiro[3.5]nonan-2-yl)-2,3,4,5-tetrahydro-1H-benzo[b]azepin-3-yl)-4-phenoxypicolinamide C(N1C2=C(CCC(C1=O)NC(C1=NC=CC(=C1)OC1=CC=CC=C1)=O)C=CC(=C2)N2CC1(C2)CCOCC1)([2H])([2H])[2H]